C(C)(=O)OCCCCCCCCCC\C=C\CCCC (E)-11-hexadecen-1-yl acetate